1,2-difluoro-3-((4-fluoro-2-(2-methoxyethoxy)-5-nitrophenoxy)methyl)-4-methoxybenzene FC1=C(C(=C(C=C1)OC)COC1=C(C=C(C(=C1)[N+](=O)[O-])F)OCCOC)F